[2-[(7-bromo-4-hydroxyquinolin-3-yl)carbamoyl]ethyl]carbamic acid tert-butyl ester C(C)(C)(C)OC(NCCC(NC=1C=NC2=CC(=CC=C2C1O)Br)=O)=O